4-(cis-3-(difluoromethyl)cyclobutyl)-6,7-dimethyl-2-((2S)-2-(1-methyl-1H-pyrazol-4-yl)-4-morpholinyl)pteridine FC([C@H]1C[C@H](C1)C1=NC(=NC2=NC(=C(N=C12)C)C)N1C[C@@H](OCC1)C=1C=NN(C1)C)F